propyl 5-[2-[6-(6-hydroxyhexoxy)-2-naphthyl]ethynyl]-2-[6-[4-[2-[6-(6-hydroxyhexoxy)-2-naphthyl]ethynyl]-2-propoxycarbonyl-phenoxy]hexoxy]benzoate OCCCCCCOC=1C=C2C=CC(=CC2=CC1)C#CC=1C=CC(=C(C(=O)OCCC)C1)OCCCCCCOC1=C(C=C(C=C1)C#CC1=CC2=CC=C(C=C2C=C1)OCCCCCCO)C(=O)OCCC